CC1=C(C=CC(=C1)C)C=1CCCC2=C(C1C1=CC=C(C=C1)C(C1CN(C1)CCCF)F)C=CC=C2 8-(2,4-Dimethylphenyl)-9-(4-(fluoro(1-(3-fluoropropyl)azetidin-3-yl)methyl)phenyl)-6,7-dihydro-5H-benzo[7]annulen